FC(C1=CC=C(C=C1)C1=NC=NN1)(F)F 5-[4-(trifluoromethyl)phenyl]-1H-1,2,4-triazol